C(C)(C)(C)OC(=O)NCCCNC(CCO[C@H]1C([C@@H](CC(C1)C(N(C)CCCCCCO)=O)OCCC(NCCCNC(=O)OC(C)(C)C)=O)OCCC(=O)NCCCNC(OC(C)(C)C)=O)=O tert-butyl (3-(3-(((1S,2R,4S,6R)-2,6-bis(3-((3-((tert-butoxycarbonyl)amino)propyl)amino)-3-oxopropoxy)-4-((6-hydroxyhexyl)(methyl)carbamoyl)cyclohexyl)oxy)propanamido)propyl)carbamate